N1N=CC2=C1C(NC2)=O 4,5-dihydropyrrolo[3,4-c]pyrazol-6(1H)-on